2-acetamido-3-pyridine-propionic acid hydrochloride Cl.C(C)(=O)NC1=NC=CC=C1CCC(=O)O